(R)-1-acetyl-4-ethyl-N-(2-((methylamino)methyl)benzyl)-N-(2-oxo-2-((2'-oxo-1,1',2',3-tetrahydrospiro[indene-2,3'-pyrrolo[2,3-b]pyridin]-5-yl)amino)ethyl)piperidine-4-carboxamide C(C)(=O)N1CCC(CC1)(C(=O)N(CC(NC=1C=C2C[C@]3(C(NC4=NC=CC=C43)=O)CC2=CC1)=O)CC1=C(C=CC=C1)CNC)CC